2-(cyclohexylmethyl)isoindoline-1,3-dione C1(CCCCC1)CN1C(C2=CC=CC=C2C1=O)=O